isoindole-1,3-dione, formic acid salt C(=O)O.C1(NC(C2=CC=CC=C12)=O)=O